4-chloro-2-methyl-1-(pyrimidin-2-yl)indole ClC1=C2C=C(N(C2=CC=C1)C1=NC=CC=N1)C